1-Boc-amino-6-isobutyrylamino-8-o-nitrobenzenesulfonylaminopyrrolo[4,3,2-de]quinoline C(=O)(OC(C)(C)C)N1C(C=2C=CN=C3C(=CC(=C1C23)NS(=O)(=O)C2=C(C=CC=C2)[N+](=O)[O-])NC(C(C)C)=O)N